CS(=O)(=O)C1=CC=C(C=C1)C1=NC=2N(C(=C1)C(F)(F)F)N=CC2 5-(4-(methylsulfonyl)phenyl)-7-(trifluoromethyl)pyrazolo[1,5-a]pyrimidine